C(C)OC1=C(C=CC(=N1)C(CS(=O)(=O)C)NCOC(C1=CC=CC=C1[N+](=O)[O-])=O)OC (((1-(6-ethoxy-5-methoxypyridin-2-yl)-2-(methylsulfonyl) ethyl) amino) methyl)-6-nitrobenzoate